2-(6-methoxypicolinamido)benzo[d]thiazole-6-carboxylic acid COC1=CC=CC(=N1)C(=O)NC=1SC2=C(N1)C=CC(=C2)C(=O)O